C(C)(O)O 1,1-ethandiol